7-chloro-1-[3-(dimethylamino)-1,2,4-thiadiazol-5-yl]-5-methyl-4-oxo-1,4-dihydro-1,8-naphthyridine-3-carboxylic acid ClC1=CC(=C2C(C(=CN(C2=N1)C1=NC(=NS1)N(C)C)C(=O)O)=O)C